5-bromo-4,6-difluoro-3-(dicyanomethylene)inden-1-one BrC=1C(=C2C(CC(C2=CC1F)=O)=C(C#N)C#N)F